ClS(=O)(=O)C1=CC=C(N=N1)NC(=O)[C@H]1COCCN1CC(=O)OC(C)(C)C tert-butyl (R)-2-(3-((6-(chlorosulfonyl)pyridazin-3-yl)carbamoyl)morpholino)acetate